O[C@@H]1C(CCC[C@@H]1O)=O |r| (±)-cis-2,3-Dihydroxycyclohexanone